C(C)N(CCNC(CCCCCCC\C=C/CCCCCCCC)=O)CC N,N-diethyl-N'-oleoylethylenediamine